N12CCC2CC1 1-azabicyclo[2.2.0]hexane